N-(1-cyclohexyl-6-(3,5-difluorophenyl)-1H-pyrazolo[3,4-d]pyrimidin-4-yl)-5-nitrothiophene-2-carboxamide C1(CCCCC1)N1N=CC=2C1=NC(=NC2NC(=O)C=2SC(=CC2)[N+](=O)[O-])C2=CC(=CC(=C2)F)F